bis(4-(di-n-pentylamino)phenyl)methanone C(CCCC)N(C1=CC=C(C=C1)C(=O)C1=CC=C(C=C1)N(CCCCC)CCCCC)CCCCC